N1(CCCCC1)C=CC1=NC=CC=N1 2-[2-(1-piperidyl)vinyl]pyrimidine